OC[C@@H](CC(C)C)NC=1NC(/C(/N1)=C/C=1C=C2C=CN=CC2=CC1)=O (4Z)-2-[[(1R)-1-(hydroxymethyl)-3-methyl-butyl]amino]-4-(6-isoquinolylmethylene)-1H-imidazol-5-one